α-methyl-2,6-difluorophenylalanine C[C@](N)(CC1=C(C=CC=C1F)F)C(=O)O